3-(5-methyl-3,4,5,6-tetrahydropyridin-2-yl)Phenol CC1CCC(=NC1)C=1C=C(C=CC1)O